(R)-3-((S)-2-((S)-2,2-dimethyl-cyclopropane-1-carbonyl)-2,6-diazaspiro[3.4]octane-8-carbonyl)-4-phenyloxazolidin-2-one CC1([C@H](C1)C(=O)N1CC2(C1)CNC[C@H]2C(=O)N2C(OC[C@H]2C2=CC=CC=C2)=O)C